BETA-HYDROXYISOVALERIC ACID OC(CC(=O)O)(C)C